5-ethyl-6-fluoro-1-(tetrahydro-2H-pyran-2-yl)-1H-benzo[f]indazol-4-yl triflate O(S(=O)(=O)C(F)(F)F)C1=C2C=NN(C2=CC2=C1C(=C(C=C2)F)CC)C2OCCCC2